5-bromo-2-(1-methylimidazol-4-yl)pyridine (E)-tert-butyl-3-(2-(4,4,5,5-tetramethyl-1,3,2-dioxaborolan-2-yl)vinyl)azetidine-1-carboxylate C(C)(C)(C)OC(=O)N1CC(C1)\C=C\B1OC(C(O1)(C)C)(C)C.BrC=1C=CC(=NC1)C=1N=CN(C1)C